CC1C2(CC3(CC(CC1(C3)CC)(C2)CC)C2=C(C=C(C=C2)C)O)C2=C(C=C(C=C2)C)O 4-methyl-1,3-bis(4-methyl-2-hydroxyphenyl)-5,7-diethyladamantane